CC=1N=C(SC1C(=O)OCC)NS(=O)(=O)C=1SC2=C(C1C)C=C(C=C2)C(C)C ethyl 4-methyl-2-({[3-methyl-5-(1-methylethyl)-1-benzothiophen-2-yl] sulfonyl} amino)-1,3-thiazole-5-carboxylate